1-((3s,5r)-1-propenoyl-5-(methoxymethyl)pyrrolidin-3-yl)-3-((1-ethyl-1H-benzo[d]imidazol-5-yl)ethynyl)-5-(methylamino)-1H-pyrazole-4-carboxamide C(C=C)(=O)N1C[C@H](C[C@@H]1COC)N1N=C(C(=C1NC)C(=O)N)C#CC1=CC2=C(N(C=N2)CC)C=C1